Cl.N1=C(C=CC=C1)O[C@@H]1CC[C@H](CC1)C1=NN=C2N1C1=C(CC(C2)N)C=C(C=C1)C(F)(F)F 1-[trans-4-(pyridin-2-yloxy)cyclohexyl]-8-(trifluoromethyl)-5,6-dihydro-4H-[1,2,4]triazolo[4,3-a][1]benzazepin-5-amine hydrochloride